6-cyclobutoxy-2-nitronicotinaldehyde C1(CCC1)OC1=NC(=C(C=O)C=C1)[N+](=O)[O-]